2-bromo-1-nitro-4-(phenylthio)-3-(trifluoromethyl)benzene BrC1=C(C=CC(=C1C(F)(F)F)SC1=CC=CC=C1)[N+](=O)[O-]